CC=1C=CC=2N(N1)C(=C(N2)C=2C=NC=C(C2)C(F)(F)F)C(=O)N[C@@H]2C(NC1=C(C(=N2)C2=CC=CC=C2)C=CC=C1)=O 6-Methyl-N-[(3S)-2-oxo-5-phenyl-1,3-dihydro-1,4-benzodiazepin-3-yl]-2-[5-(trifluoromethyl)pyridin-3-yl]imidazo[1,2-b]pyridazine-3-carboxamide